5-benzyl-N-(4-(5-(2-(tert-butoxy)ethoxy)-2-methylphenyl)pyridin-2-yl)-4H-1,2,4-triazole-3-carboxamide C(C1=CC=CC=C1)C=1NC(=NN1)C(=O)NC1=NC=CC(=C1)C1=C(C=CC(=C1)OCCOC(C)(C)C)C